FC(C1=CC=CC(=N1)C(=O)NC=1C(=CC=2N(C1)C=C(N2)CCC(C)(C)O)OC)F 6-(difluoromethyl)-N-[2-(3-hydroxy-3-methyl-butyl)-7-methoxy-imidazo[1,2-a]pyridin-6-yl]pyridine-2-carboxamide